ClC1=C(C(=CC=C1Cl)O)C1CCN(CC1)C([C@@H](CO)O)=O (2R)-1-[4-(2,3-dichloro-6-hydroxyphenyl)piperidin-1-yl]-2,3-dihydroxypropan-1-one